[(4-methoxyphenyl)methyl]-N-methyl-3-(1-methylimidazol-4-yl)-4-(2-pyridylamino)benzenesulfonamide COC1=CC=C(C=C1)CC1=C(C=CC(=C1C=1N=CN(C1)C)NC1=NC=CC=C1)S(=O)(=O)NC